6-chloro-N-[5-(2,2-difluoroethoxy)-4,6-dimethoxy-pyrimidin-2-yl]-7-imidazol-1-yl-1H-indole-3-sulfonamide ClC1=CC=C2C(=CNC2=C1N1C=NC=C1)S(=O)(=O)NC1=NC(=C(C(=N1)OC)OCC(F)F)OC